tert-Butyl 3-(1-fluoro-8-{4-fluoro-2-[(3R)-3-methylmorpholine-4-carbonyl]phenyl}-3-methylimidazo[1,5-a]pyridin-6-yl)azetidine-1-carboxylate FC=1N=C(N2C1C(=CC(=C2)C2CN(C2)C(=O)OC(C)(C)C)C2=C(C=C(C=C2)F)C(=O)N2[C@@H](COCC2)C)C